C(C)(C)(C)OC(N(C)C[C@H]1CN(CCC1)C1=C(C(=CC=C1NC(=O)C=1N=C(SC1)C1=CN=NC=C1)OC(C)C)C(F)(F)F)=O.C(C)OC(CCCCCCC[SiH3])(OCC)OCC Triethoxyoctyl-silane (R)-tert-butyl-((1-(3-isopropoxy-6-(2-(pyridazin-4-yl)thiazole-4-carboxamido)-2-(trifluoromethyl)phenyl)piperidin-3-yl)methyl)(methyl)carbamate